BrC=1C=C(C(=O)N2CCN(CC2)C2=NC3=CC=CC=C3C(N2)=O)C=C(C1)OC(C)C 2-[4-(3-Bromo-5-isopropyloxybenzoyl)piperazin-1-yl]-3H-quinazolin-4-one